2-(((tert-Butyldimethylsilyl)oxy)methyl)-3-methyl-6-(4,4,5,5-tetramethyl-1,3,2-dioxaborolan-2-yl)pyrrolo[2,1-f][1,2,4]triazin-4(3H)-one [Si](C)(C)(C(C)(C)C)OCC1=NN2C(C(N1C)=O)=CC(=C2)B2OC(C(O2)(C)C)(C)C